NCC(=O)N1C(C=2N(CC1)C(=C(N2)C2=CC(=C(C(=C2)F)F)F)NC2=NC=C(C=C2F)Cl)(C)C 2-amino-1-(3-((5-chloro-3-fluoropyridin-2-yl)amino)-8,8-dimethyl-2-(3,4,5-trifluorophenyl)-5,6-dihydroimidazo[1,2-a]pyrazin-7(8H)-yl)ethan-1-one